4-bromo-6-(bromomethyl)thieno[3,2-g]Benzofuran BrC1=CC2=C(C3=C1C=CO3)SC=C2CBr